tetrazole-1,5-diamine N1(N=NN=C1N)N